C(#N)C=1C=C(C=CC1)C(CCC1CC1)(N[S@](=O)C(C)(C)C)C=1C=CC(=C(C1)NC(=O)[C@@H]1N(C[C@@H](C1)O)C(=O)OCC1=CC=CC=C1)F benzyl (2R,4R)-2-(5-((-)-1-(3-cyanophenyl)-3-cyclopropyl-1-((R)-1,1-dimethylethylsulfinamido) propyl)-2-fluorophenylcarbamoyl)-4-hydroxypyrrolidine-1-carboxylate